3-Methoxy-2-(4,4,5,5-tetramethyl-1,3,2-dioxaborolan-2-yl)-5-(trifluoromethyl)phenol COC=1C(=C(C=C(C1)C(F)(F)F)O)B1OC(C(O1)(C)C)(C)C